(R)-N-methyl-1-(8-(1-methyl-1H-pyrazol-3-yl)chroman-4-yl)methanamine CNC[C@@H]1CCOC2=C(C=CC=C12)C1=NN(C=C1)C